BrC1=CC2=C(S1)C=1SC(=CC1C2(CCCCCCBr)CCCCCCBr)Br 2,6-dibromo-4,4-bis(6-bromohexyl)-4H-cyclopenta[1,2-b:5,4-b']dithiophene